(15α,16α,17β)-3-hydroxyestra-1,3,5(10)-trien-15,16,17-triyl triacetate C(C)(=O)O[C@H]1[C@H]([C@@H]([C@]2(C)[C@@H]1[C@@H]1CCC=3C=C(C=CC3[C@H]1CC2)O)OC(C)=O)OC(C)=O